Cl[Si](N1[Si](N([Si]1(C)C)[Si](C1=CC=CC=C1)(C1=CC=CC=C1)Cl)(C)C)(C1=CC=CC=C1)C1=CC=CC=C1 1,3-bis-(chlorodiphenylsilyl)-2,2,4,4-tetramethylcyclodisilazane